trans-2-hexynoic acid C(C#CCCC)(=O)O